C(C)N(C(=O)C=1N=C(SC1)C=1C=NN(C1)C1=NC=CC=C1)C1CCN(CC1)CC N-ethyl-N-(1-ethylpiperidin-4-yl)-2-[1-(pyridin-2-yl)-1H-pyrazol-4-yl]-1,3-thiazole-4-carboxamide